N-(4-((2-chloro-6-methylpyrimidin-4-yl)oxy)phenyl)-2-(thiophen-2-yl)acetamide ClC1=NC(=CC(=N1)OC1=CC=C(C=C1)NC(CC=1SC=CC1)=O)C